NC1=C(C=C(C=C1)NC1CN(C1)C(=O)OC(C)(C)C)C(=O)OC tert-butyl 3-((4-amino-3-(methoxycarbonyl)phenyl)amino)azetidine-1-carboxylate